BrC1=CSC2=C1NC=NC2=O 7-bromothieno[3,2-D]Pyrimidin-4(1H)-one